CC1=NN(C(=C1)C)C=1N=C(C2=C(N1)C=CN2C)NC2=CC(=CC=C2)C(C)C 2-(3,5-dimethyl-1H-pyrazol-1-yl)-N-(3-isopropylphenyl)-5-methyl-5H-pyrrolo[3,2-d]pyrimidin-4-amine